ClCC=1SC(=NN1)C1=CC=C(C=C1)OC(F)(F)F 2-(chloromethyl)-5-(4-(trifluoromethoxy)phenyl)-1,3,4-thiadiazole